N-[4-fluoro-5-(1-methylbenzimidazol-5-yl)-2-[rac-(3R,5S)-3,4,5-trimethylpiperazin-1-yl]phenyl]-6-oxo-4-(trifluoromethyl)-1H-pyridine-3-carboxamide FC1=CC(=C(C=C1C1=CC2=C(N(C=N2)C)C=C1)NC(=O)C1=CNC(C=C1C(F)(F)F)=O)N1C[C@H](N([C@H](C1)C)C)C |r|